N-(1-(8-((5-(4-methylpiperazin-1-yl)pyridin-2-yl)amino)-1-oxo-1,2-dihydroisoquinolin-6-yl)pyrrolidin-3-yl)acrylamide CN1CCN(CC1)C=1C=CC(=NC1)NC=1C=C(C=C2C=CNC(C12)=O)N1CC(CC1)NC(C=C)=O